tert-butyl-4-[[7-(2-cyano-3,6-difluoro-phenoxy)quinoxalin-2-yl]oxymethyl]-4-fluoro-piperidine-1-carboxylate C(C)(C)(C)OC(=O)N1CCC(CC1)(F)COC1=NC2=CC(=CC=C2N=C1)OC1=C(C(=CC=C1F)F)C#N